2-(4-Fluorophenyl)-5,6,7-trimethoxy-4H-chromen-4-one FC1=CC=C(C=C1)C=1OC2=CC(=C(C(=C2C(C1)=O)OC)OC)OC